CC(=O)N[C@@H]1[C@H]([C@@H]([C@H](O[C@H]1O)CO)O[C@H]2[C@@H]([C@H]([C@H]([C@H](O2)CO)O)O)O)O beta-D-galactosyl-1,4-N-acetyl-D-glucosamine